C1(CC1)C#CC=1C(=CC(=NC1)NC(N(C)C1=NC(=C(C=C1)CN1C(CN(CC1)C)=O)C=O)=O)OCCOC 3-(5-(cyclopropylethynyl)-4-(2-methoxyethoxy)pyridin-2-yl)-1-(6-formyl-5-((4-methyl-2-oxopiperazin-1-yl)methyl)pyridin-2-yl)-1-methylurea